(4-(dimethylamino)piperidin-1-yl)-5-methylnicotinaldehyde CN(C1CCN(CC1)C1=C(C=O)C=C(C=N1)C)C